5-[6-(cyclohexylmethyl)-3-(1H-imidazol-5-yl)imidazo[1,2-a]pyrimidin-2-yl]-3-(trifluoromethyl)-1H-1,2,4-triazole C1(CCCCC1)CC=1C=NC=2N(C1)C(=C(N2)C2=NC(=NN2)C(F)(F)F)C2=CN=CN2